tetraethyl-pyrrolidone C(C)C1C(C(N(C1)CC)=O)(CC)CC